2-[trans-6-bromo-3-oxo-7b-(trifluoromethyl)-1,1a-dihydrocyclopropa[c]isoquinolin-2-yl]-N-(5-fluoropyrimidin-2-yl)acetamide BrC1=CC=2[C@]3([C@H](N(C(C2C=C1)=O)CC(=O)NC1=NC=C(C=N1)F)C3)C(F)(F)F